C1CC12C1(CC1)C2C=O dispiro[2.0.24.13]heptane-7-carbaldehyde